4-chloro-1,2-phenylene dicarbamate C(N)(OC1=C(C=C(C=C1)Cl)OC(N)=O)=O